Cl.Cl.O1COC2=C1C=CC(=C2)CC(=N)N 2-(benzo[d][1,3]dioxol-5-yl)acetamidine dihydrochloride